2,3-dimethoxy-2,3-dimethylbutane COC(C)(C(C)(C)OC)C